FC(C1=CC2=C(C(N3C(CO2)CNCC3)=O)N=C1)(F)F 3-(trifluoromethyl)-6,6a,7,8,9,10-hexahydro-12H-pyrazino[2,1-c]pyrido[2,3-f][1,4]oxazepin-12-one